caprylic acid 4-nitrophenyl ester [N+](=O)([O-])C1=CC=C(C=C1)OC(CCCCCCC)=O